6-(2-chloro-4-fluoro-5-methoxyphenyl)-3-(1-ethyl-2-methyl-1H-imidazo[4,5-c]pyridin-7-yl)thieno[3,2-d]pyrimidine-2,4(1H,3H)-dione ClC1=C(C=C(C(=C1)F)OC)C1=CC=2NC(N(C(C2S1)=O)C=1C2=C(C=NC1)N=C(N2CC)C)=O